S(=O)(=O)(O)OC[C@@H]1[C@H]([C@@H]([C@H]([C@@H](O)O1)O)O)O α-D-Glucopyranose-6-(hydrogen sulfate)